CN1CC=2C=C(C=NC2CC1)NC=O N-(6-methyl-5,6,7,8-tetrahydro-1,6-naphthyridin-3-yl)carboxamide